O1CC=CC2=C1C=CC(=C2)O (2R)-2H-1-benzopyran-6-ol